N1(N=CN=C1)CCOC1=CC=C(C=C1)C1CCN(CC1)C1=CC=C(C=N1)C=1C2=C(C(N(C1)C)=O)N(C=C2)S(=O)(=O)C2=CC=C(C)C=C2 4-{6-[4-(4-(2-(1H-1,2,4-triazol-1-yl)ethoxy)phenyl)piperidin-1-yl]pyridin-3-yl}-6-methyl-1-tosyl-1H-pyrrolo[2,3-c]pyridin-7(6H)-one